C(C\C=C/CCCCCCCCC)=O (Z)-3-tridecenal